N-4-methylbenzylidene-3-methyl(dimethoxysilyl)propane-1-amine CC1=CC=C(C=NC(CCC)[SiH](OC)OC)C=C1